CC1=CC=CC=2N(C3=CC=CC=C3C12)N 4-methyl-carbazole-9-amine